(R)-3,4-dichloro-2-(3-(1-isopropylpiperidin-4-yl)-6,7-dihydro-5H-pyrrolo[1,2-a]imidazol-6-yl)phenol ClC=1C(=C(C=CC1Cl)O)[C@H]1CC=2N(C(=CN2)C2CCN(CC2)C(C)C)C1